COC1=CC2=C(C3=C(COC3=O)C=C2C=C1OC)C=1C=NC(=NC1)N1[C@@H](CCC1)C(=O)OCC (S)-ethyl 1-(5-(6,7-dimethoxy-3-oxo-1,3-dihydronaphtho[2,3-c]furan-4-yl)pyrimidin-2-yl)pyrrolidin-2-carboxylate